2-methyl-5-(methylsulfonamidomethyl)-N-(1-(3-(1-(tetrahydro-2H-pyran-2-yl)-1H-pyrazol-3-yl)-5-(thiophen-2-yl)phenyl)ethyl)benzamide CC1=C(C(=O)NC(C)C2=CC(=CC(=C2)C=2SC=CC2)C2=NN(C=C2)C2OCCCC2)C=C(C=C1)CNS(=O)(=O)C